ClC=1C(N(C(C1Cl)O)CC1=CC=C(C=C1)N1CCN(CC1)C([C@@H](NC)C)=O)=O 3,4-Dichloro-5-hydroxy-1-(4-(4-(methyl-L-alanyl)piperazin-1-yl)benzyl)-1,5-dihydro-2H-pyrrol-2-one